(S)-α-methyl-benzylamine C[C@@H](C1=CC=CC=C1)N